4-(4-(((8-isopropyl-2-((tetrahydro-2H-pyran-4-yl)amino)pyrazolo[1,5-a][1,3,5]triazin-4-yl)amino)methyl)phenyl)morpholin-3-one C(C)(C)C=1C=NN2C1N=C(N=C2NCC2=CC=C(C=C2)N2C(COCC2)=O)NC2CCOCC2